COC1=CC=C(C=N1)[C@H](CN[C@@H]([C@H]1CNC2=C(N1)N=CC=C2)C2=CC=CC=C2)C (2R)-2-(6-methoxy-3-pyridyl)-N-[(R)-phenyl-[(3R)-1,2,3,4-tetrahydropyrido[2,3-b]pyrazin-3-yl]methyl]propan-1-amine